FC1(CN(CC[C@H]1NC1=NN2C(C(=N1)OC)=C(C=C2)C=2C=C1C=CC=NC1=C(C2)F)C(C)=O)F (R)-1-(3,3-difluoro-4-((5-(8-fluoroquinolin-6-yl)-4-methoxypyrrolo[2,1-f][1,2,4]triazin-2-yl)amino)piperidin-1-yl)ethan-1-one